FC1=CC(=C(C=C1C1=NC(=CN=C1)N1CCOCC1)NC(=O)C1=CNC(C=C1C(F)(F)F)=O)N1C[C@H](N([C@H](C1)C)C)C |r| N-[4-fluoro-5-(6-morpholin-4-ylpyrazin-2-yl)-2-[rac-(3R,5S)-3,4,5-trimethylpiperazin-1-yl]phenyl]-6-oxo-4-(trifluoromethyl)-1H-pyridine-3-carboxamide